butyl 4-formyl-1H-pyrazole-1-carboxylate C(=O)C=1C=NN(C1)C(=O)OCCCC